(E)-4-((4-chlorobenzyl)amino)-5-(phenoxymethyl)-4H-1,2,4-triazole-3-thiol ClC1=CC=C(CNN2C(=NN=C2COC2=CC=CC=C2)S)C=C1